C(=C)C1=C(C=CC=C1)C=1CC2=CC=CC=C2C1 2-(vinylphenyl)indene